2-(4-(2-((3-(Bis(2-hydroxydodecyl)amino)propyl)disulfaneyl)ethyl)piperazin-1-yl)ethyl 5-(bis(2-hydroxydecyl)amino)pentanoate OC(CN(CCCCC(=O)OCCN1CCN(CC1)CCSSCCCN(CC(CCCCCCCCCC)O)CC(CCCCCCCCCC)O)CC(CCCCCCCC)O)CCCCCCCC